9,9'-spirobifluorene-2-carboxylic acid C1=C(C=CC=2C3=CC=CC=C3C3(C12)C1=CC=CC=C1C=1C=CC=CC13)C(=O)O